ClC=1C=C(C=CC1)C(CO)NC(=O)C=1N=CN(C1)C1=CC(=NC=C1C)NC1=CC2=C(OC(O2)(F)F)C=C1 N-(1-(3-chlorophenyl)-2-hydroxyethyl)-1-(2-((2,2-difluorobenzo[d][1,3]dioxol-5-yl)amino)-5-methylpyridin-4-yl)-1H-imidazole-4-carboxamide